Tert-butyl tridecane-2-carboxylate CC(CCCCCCCCCCC)C(=O)OC(C)(C)C